C1(CC1)N1N=CC(=C1)NC1=NC=C(C(=N1)N1OCCC1C1=CC=CC=C1)C(F)(F)F N-(1-cyclopropyl-1H-pyrazol-4-yl)-4-(3-phenylisoxazolidin-2-yl)-5-(trifluoromethyl)pyrimidin-2-amine